N[C@H]1CN(C[C@@H](C1)F)C(=O)C1=CC2=C(N(C(=N2)C=2N3CCN(C4=CC=CC(C2)=C34)CCCO)OC)C(=C1)OC [(3R,5R)-3-amino-5-fluoro-1-piperidyl]-[2-[9-(3-hydroxypropyl)-1,9-diazatricyclo[6.3.1.04,12]dodeca-2,4(12),5,7-tetraen-2-yl]-1,7-dimethoxy-benzimidazol-5-yl]methanone